C(C=C)OC1=C(C(=CC=C1)C)C1=CC(=CC=C1)[C@H](CC(=O)OC)NC(=O)OC(C)(C)C Methyl (S)-3-(2'-(allyloxy)-6'-methyl-[1,1'-biphenyl]-3-yl)-3-((tert-butoxycarbonyl)amino)propanoate